NC1C(CC(C1CN)(C)C)C 5-Amino-2,2,4-trimethyl-1-cyclopentanmethylamin